tert-butyl (1R,5S)-3-(8-fluoro-2-methoxy-7-(8-methylnaphthalen-1-yl)pyrido[4,3-d]pyrimidin-4-yl)-3,8-diazabicyclo[3.2.1]octane-8-carboxylate FC1=C(N=CC2=C1N=C(N=C2N2C[C@H]1CC[C@@H](C2)N1C(=O)OC(C)(C)C)OC)C1=CC=CC2=CC=CC(=C12)C